FC1=CC=C(C=C1)/C(=C/COC1=CC(=C(OCC(=O)OC)C=C1)C)/C1=CC=C(C=C1)C1=CC=C(C=C1)C#CCN1CCOCC1 methyl (E)-2-(4-((3-(4-fluorophenyl)-3-(4'-(3-morpholinoprop-1-yn-1-yl)-[1,1'-biphenyl]-4-yl)allyl)oxy)-2-methylphenoxy)acetate